5-chloro-2-methyl-N-((1r,4r)-4-((2-oxo-3-(6-(2-oxo-imidazolidin-1-yl)pyridin-2-yl)-2,3-dihydro-1H-benzo[d]imidazol-1-yl)methyl)cyclohexyl)nicotinamide ClC=1C=NC(=C(C(=O)NC2CCC(CC2)CN2C(N(C3=C2C=CC=C3)C3=NC(=CC=C3)N3C(NCC3)=O)=O)C1)C